FC(CC)(F)C=1C=C(C=CC1)NC(=O)C1C(=NN(C1=O)C1=CC=C2C=CN(C2=C1)CCC)C N-[3-(1,1-difluoropropyl)phenyl]-3-methyl-5-oxo-1-(1-propylindol-6-yl)-4H-pyrazole-4-carboxamide